thiotryptophan N[C@@H](CC1=CNC2=CC=CC=C12)C(=S)O